C(C)OC(C)OC(C)=O.C(C)(C)(C)[C@H]1N(CCC1)C(=O)N1C[C@H](N(CC1)C=1C(=NC(=CC1)C1=C(C=CC=C1)OCC)C(=O)N[C@H]1CNCC1)CC 3-[(2R)-4-[(2S)-2-tert-butylpyrrolidine-1-carbonyl]-2-ethylpiperazin-1-yl]-6-(2-ethoxyphenyl)-N-[(3R)-pyrrolidin-3-yl]pyridine-2-carboxamide 1-ethoxyethyl-acetate